[C@H]12CN(C[C@H](CC1)S2)C2=NC(=NC1=C(C(=CC=C21)C2=CC(=CC1=CC=C(C(=C21)F)F)O)F)OC[C@]21CCCN1C[C@@H](C2)F 4-(4-((1R,5S)-8-thia-3-azabicyclo[3.2.1]octan-3-yl)-8-fluoro-2-(((2R,7aS)-2-fluorotetrahydro-1H-pyrrolizin-7a(5H)-yl)methoxy)quinazolin-7-yl)-5,6-difluoronaphthalen-2-ol